4-Cyclopropyl-N-((S)-(4,4-difluorocyclohexyl)(5-(((S)-2-oxo-4-(trifluoromethyl)imidazolidin-1-yl)methyl)-benzo[d]oxazol-2-yl)methyl)-1,2,5-oxadiazole-3-carboxamide C1(CC1)C=1C(=NON1)C(=O)N[C@H](C=1OC2=C(N1)C=C(C=C2)CN2C(N[C@@H](C2)C(F)(F)F)=O)C2CCC(CC2)(F)F